N-[(5-Chlorothiophen-2-yl)methyl]-1-(2,6-dimethylcyclohexancarbonyl)-3-(piperidin-4-yl)-1H-pyrazol-5-amin ClC1=CC=C(S1)CNC1=CC(=NN1C(=O)C1C(CCCC1C)C)C1CCNCC1